tert-butyl 4-(4-(1,3-dioxolan-2-yl)-2-fluorophenyl)piperazin-1-carboxylate O1C(OCC1)C1=CC(=C(C=C1)N1CCN(CC1)C(=O)OC(C)(C)C)F